triethyloxysilane C(C)O[SiH](OCC)OCC